1-Acetyl-4-bromo-5-hydroxy-1H-indol-3-yl 2,3,4,6-tetra-O-acetyl-β-D-glucopyranoside C(C)(=O)O[C@H]1[C@H](OC2=CN(C3=CC=C(C(=C23)Br)O)C(C)=O)O[C@@H]([C@H]([C@@H]1OC(C)=O)OC(C)=O)COC(C)=O